CC1(OC(OC1C)=O)C 4,4,5-trimethyl-1,3-dioxolan-2-one